1-(9Z-hexadecenoyl)-2-(9Z,12Z-octadecadienoyl)-sn-glycero-3-phosphocholine CCCCCC/C=C\CCCCCCCC(=O)OC[C@H](COP(=O)([O-])OCC[N+](C)(C)C)OC(=O)CCCCCCC/C=C\C/C=C\CCCCC